Cl.C[C@H](CCC)N (R)-Pentan-2-amine hydrochloride